[2H]C1=C(C=CC(=C1)C=O)C deuterop-tolualdehyde